5-(8-(7-acetyl-3-cyclopropyl-5,6,7,8-tetrahydroimidazo[1,5-a]pyrazin-1-yl)isoquinolin-3-yl)-N-methylpyridineamide C(C)(=O)N1CC=2N(CC1)C(=NC2C=2C=CC=C1C=C(N=CC21)C=2C=CC(=NC2)C(=O)NC)C2CC2